ClC(PC)Cl dichlorodimethylphosphine